2-(1-methyl-2,6-dioxopiperidin-3-yl)isoindol-1,3-dione CN1C(C(CCC1=O)N1C(C2=CC=CC=C2C1=O)=O)=O